ClC1=CC=C(C=C1)C=1C=C(C(N(N1)C=1C=NN(C1)C)=O)C(=O)N[C@H](CNS(=O)(=O)C)C (S)-6-(4-chlorophenyl)-2-(1-methyl-1H-pyrazol-4-yl)-N-(1-(methanesulfonamido)propan-2-yl)-3-oxo-2,3-dihydropyridazine-4-carboxamide